(((1-(5-(3-cyano-4-isopropoxyphenyl)-1,2,4-oxadiazol-3-yl)-1,2,3,4-tetrahydroquinolin-6-yl)methyl)amino)propionic acid C(#N)C=1C=C(C=CC1OC(C)C)C1=NC(=NO1)N1CCCC2=CC(=CC=C12)CNC(C(=O)O)C